(8-methoxy-2-carbonyl-1,2-dihydrobenzo[cd]indol-6-yl)-5-(trifluoromethyl)-N-(2-(trifluoromethyl)pyridin-4-yl)-1H-pyrazole-4-carboxamide COC=1C=C(C=2C3=C(C(NC13)=C=O)C=CC2)N2N=CC(=C2C(F)(F)F)C(=O)NC2=CC(=NC=C2)C(F)(F)F